COC(=O)C=1C(N(N=C(C1C)C)C1=CC=C(C=C1)F)=O 2-(4-fluorophenyl)-5,6-dimethyl-3-oxo-2,3-dihydropyridazine-4-carboxylic acid methyl ester